ClC=1C=CC(=NC1)CN 1-(5-chloropyridin-2-yl)methanamine